N-benzyl-3'-ethyl-6',7'-dihydrospiro[cyclohexane-1,5'-cyclopenta[d]pyrazolo[1,5-a]pyrimidine]-8'-amine C(C1=CC=CC=C1)NC1=C2C(=NC=3N1N=CC3CC)C3(CC2)CCCCC3